ClC1=C(C(=CC=C1)F)N1C=2N(C3=C(C1=O)C=NC(=N3)NC3=CC=C(C=C3)CN3CCN(CC3)C)CCN2 6-(2-Chloro-6-fluorophenyl)-2-((4-((4-methylpiperazin-1-yl)methyl)phenyl)amino)-8,9-dihydroimidazo[1,2-a]pyrimido[5,4-e]pyrimidin-5(6H)-one